C1(CC1)C1=CC(=NC(=N1)N1C=NC=C1)C(=O)O 6-cyclopropyl-2-(1H-imidazol-1-yl)pyrimidine-4-carboxylic acid